CC1(NN2C(CN(C3=C2N=CC=C3)C)=N1)N 2,5-dimethyl-4,5-dihydropyrido[3,2-e][1,2,4]triazolo[1,5-a]pyrazinamine